5,6-difluoro-4-isobutyl-1H-benzo[d]imidazole-1-carboxylate FC1=C(C2=C(N(C=N2)C(=O)[O-])C=C1F)CC(C)C